OC=1C=C(C=C(C1)O)C(C)=O 3',5'-dihydroxyacetophenone